pyrazol-3-yl triflate O(S(=O)(=O)C(F)(F)F)C1=NNC=C1